4-(5-Chloro-2-(((1R,4R)-4-methoxycyclohexyl)amino)pyrido[4,3-d]pyrimidin-8-yl)-1-methylpyridine ClC1=NC=C(C=2N=C(N=CC21)NC2CCC(CC2)OC)C2=CCN(C=C2)C